4-(benzyloxy)-5-(methoxycarbonyl)thieno[2,3-c]pyridine 6-oxide C(C1=CC=CC=C1)OC1=C2C(=C[N+](=C1C(=O)OC)[O-])SC=C2